(2S,5S)-5-{(2S,3S)-2-[2-(2-Fluoro-ethoxy)-acetylamino]-3-methyl-pentanoylamino}-4-oxo-1,2,4,5,6,7-hexahydro-azepino[3,2,1-hi]indole-2-carboxylic acid 3-chloro-benzylamide ClC=1C=C(CNC(=O)[C@H]2N3C4=C(C=CC=C4C2)CC[C@@H](C3=O)NC([C@H]([C@H](CC)C)NC(COCCF)=O)=O)C=CC1